4-(5-Chloropyrimidin-2-yl)piperazin ClC=1C=NC(=NC1)N1CCNCC1